ClC1=C(C(=CC=C1)Cl)N1N=C(C(=C1)NC1=CC=C(C=C1)C1=NN=C2N1CCCCC2)C(=O)N 1-(2,6-dichlorophenyl)-4-((4-(6,7,8,9-tetrahydro-5H-[1,2,4]triazolo[4,3-a]azepin-3-yl)phenyl)amino)-1H-pyrazole-3-carboxamide